Methyltoluidine hydrochloride Cl.CNC=1C(=CC=CC1)C